3-(anilinomethyl)-1-(benzyloxycarbonylsulfamoyl)pyrrole-2-carboxylic acid benzyl ester C(C1=CC=CC=C1)OC(=O)C=1N(C=CC1CNC1=CC=CC=C1)S(NC(=O)OCC1=CC=CC=C1)(=O)=O